IC1=CC(=NC=N1)N1C[C@@H](CCC1)NC1=NC=NC(=C1)N1CCOCC1 N-[(3R)-1-(6-iodopyrimidin-4-yl)-3-piperidyl]-6-morpholino-pyrimidin-4-amine